N[C@H](C(=O)O)[C@@H](CCCC)O (2S,3R)-2-amino-3-hydroxyheptanoic acid